(2-chloro-5-((1-methyl-1H-pyrazol-4-yl)ethynyl)pyridin-4-yl)piperidin-3-ol ClC1=NC=C(C(=C1)N1CC(CCC1)O)C#CC=1C=NN(C1)C